CC1=C(C(=CC=C1)C)C1(CC2C(N(OC2(C)C)C)C(C1)C)C 5-(2,6-Dimethylphenyl)-1,3,3,5,7-pentamethyloctahydrobenzo[c]isoxazol